5'-((1S,2S,4R)-rel-2-amino-7-azabicyclo[2.2.1]heptane-7-carbonyl)-3-fluoro-2'-(6-fluoro-1-(2-hydroxy-2-methylpropyl)-1,3-dihydroisobenzofuran-5-yl)-[1,1'-biphenyl]-4-carbonitrile N[C@@H]1[C@@H]2CC[C@H](C1)N2C(=O)C=2C=CC(=C(C2)C2=CC(=C(C=C2)C#N)F)C=2C=C1COC(C1=CC2F)CC(C)(C)O |o1:1,2,5|